6-(4-(aminophenyl)-4-((4-methoxybenzyl)amino)-7-methyl-5H-pyrrolo[3,2-d]pyrimidin-5-yl)-3-fluorophenol NC1=C(C=CC=C1)C1(C2=C(N=CN1)C(=CN2C2=CC=C(C=C2O)F)C)NCC2=CC=C(C=C2)OC